3-(4-chloro-2-fluoro-phenyl)-3-oxo-propanenitrile ClC1=CC(=C(C=C1)C(CC#N)=O)F